trans-methyl 4-[[3-[4-[2-(2-amino-3-pyridyl)-6-(3-pyridyl)imidazo[4,5-b]pyridin-3-yl]phenyl]azetidin-1-yl]methyl]cyclohexanecarboxylate NC1=NC=CC=C1C1=NC=2C(=NC=C(C2)C=2C=NC=CC2)N1C1=CC=C(C=C1)C1CN(C1)C[C@@H]1CC[C@H](CC1)C(=O)OC